ClC1=CC2=C(C=3C=CC(=NC13)NC1=CC3=C(OC(O3)(F)F)C=C1)CCC2 5-Chloro-N-(2,2-difluorobenzo[d][1,3]dioxol-5-yl)-8,9-dihydro-7H-cyclopenta[f]quinolin-3-amine